CC(C=CC=O)=CC=1C=C(C=CC1)C 4-methyl-5-(m-tolyl)penta-2,4-dienal